1-(((R)-1-(3-(difluoromethyl)-2-fluorophenyl)ethyl)amino)-7-(piperidin-3-yl)pyrido[3,4-d]pyridazin-4(3H)-one FC(C=1C(=C(C=CC1)[C@@H](C)NC=1C2=C(C(NN1)=O)C=NC(=C2)C2CNCCC2)F)F